C(C)(C)(C)C1=CC=C(C=C1)C1=CC(=CC=C1)N(C)N1N=C2N(C3=CC(=CC=C3C=N2)Cl)C1=O ((4'-(tert-butyl)-[1,1'-biphenyl]-3-yl)(methyl)amino)-8-chloro-[1,2,4]triazolo[4,3-a]quinazolin-1(2H)-one